(((benzyloxy)carbonyl)amino)bicyclo[1.1.1]pentan-1-yl (S)-1-phenyl-3,4-dihydroisoquinoline-2(1H)-carboxylate C1(=CC=CC=C1)[C@@H]1N(CCC2=CC=CC=C12)C(=O)OC12C(C(C1)C2)NC(=O)OCC2=CC=CC=C2